tert-butyl-(1H-indazol-4-ylmethoxy)-dimethyl-silane C(C)(C)(C)[Si](C)(C)OCC1=C2C=NNC2=CC=C1